4-(cyclopropylmethoxy)-phenylboronic acid C1(CC1)COC1=CC=C(C=C1)B(O)O